C(C1=CC=CC=C1)OC1=C(C(=CC(=C1)C)C)B1OC(C(O1)(C)C)(C)C 2-(2-Benzyloxy-4,6-dimethyl-phenyl)-4,4,5,5-tetramethyl-1,3,2-dioxaborolane